O1C(OCC1)CC[C@@H](C(C)C)N1CC(C1)C=1C=C(C=2N(C1)C(=NC2)C)C2=C(C(=O)N1[C@@H](COCC1)C)C=C(C=C2)F (3R)-4-[2-(6-{1-[(3S)-1-(1,3-dioxolan-2-yl)-4-methylpentan-3-yl]azetidin-3-yl}-3-methylimidazo[1,5-a]pyridin-8-yl)-5-fluorobenzoyl]-3-methylmorpholine